N-(3,5-dimethyltricyclo[3.3.1.13,7]dec-1-yl)-5-fluoro-2-methylbenzenesulfonamide CC12CC3(CC(CC(C1)(C3)C)C2)NS(=O)(=O)C2=C(C=CC(=C2)F)C